NC=1N=NC(=CC1C(=O)NC1CCC(CC1)OC)N1C=NC=C1 3-amino-6-(1H-imidazol-1-yl)-N-((1r,4r)-4-methoxycyclohexyl)pyridazine-4-carboxamide